[N+](=O)([O-])C=1C=C(C=CC1)C=1C=C2C=CC(=NC2=CC1)N1CCCCC1 1-(6-(3-Nitrophenyl)chinolin-2-yl)piperidin